2-[2-(difluoromethoxy)-6-fluorophenyl]-4,4,5,5-tetramethyl-1,3,2-dioxaborolane FC(OC1=C(C(=CC=C1)F)B1OC(C(O1)(C)C)(C)C)F